4-(((R)-1-(3-(difluoromethyl)-2-fluorophenyl)ethyl)amino)-2-methyl-6-(3-methylpyrrolidin-3-yl)pyrido[4,3-d]pyrimidin-7(6H)-one FC(C=1C(=C(C=CC1)[C@@H](C)NC=1C=2C(N=C(N1)C)=CC(N(C2)C2(CNCC2)C)=O)F)F